BrC1=CN(C2=NC(=CC=C21)C)S(=O)(=O)C2=CC=C(C)C=C2 3-Bromo-6-methyl-1-tosyl-1H-pyrrolo[2,3-b]pyridine